C(C)(C)(C)OC(=O)N1C[C@H](CCC1)N1N=CC(=C1C)C=1C=C(C=2N(C1)N=CC2C#N)O[C@H](C)C2=NC=CC=C2F.CC(CCC)CCCC(CCCCCC)C 4,8-DIMETHYL-TETRADECANE tert-butyl-(S)-3-(4-(3-cyano-4-((R)-1-(3-fluoropyridin-2-yl)ethoxy)pyrazolo[1,5-a]pyridin-6-yl)-5-methyl-1H-pyrazol-1-yl)piperidine-1-carboxylate